N-((1S,4S)-4-(1-oxa-7-azaspiro[3.5]nonan-7-yl)cyclohexyl)-2-(3-((2-methoxy-4-(methyl-sulfonyl)phenyl)amino)prop-1-yn-1-yl)-1-(2,2,2-trifluoroethyl)-1H-indol-4-amine O1CCC12CCN(CC2)C2CCC(CC2)NC=2C=1C=C(N(C1C=CC2)CC(F)(F)F)C#CCNC2=C(C=C(C=C2)S(=O)(=O)C)OC